2-(2,6-difluorophenyl)-4-((4-(2-oxo-2-(2-oxa-6-azaspiro[3.3]heptan-6-yl)ethyl)phenyl)amino)-6,7-dihydro-5H-pyrrolo[3,4-d]pyrimidin-5-one FC1=C(C(=CC=C1)F)C=1N=C(C2=C(N1)CNC2=O)NC2=CC=C(C=C2)CC(N2CC1(COC1)C2)=O